CC=1C=CC(=C(C1)C1=CC=CC(=C1N)C)N 5,5'-dimethyl-2,6'-diaminobiphenyl